ClCC(=O)NC(CC)(CC)C=1N=C(SC1)NS(=O)(=O)C1CC1 2-Chloro-N-(3-(2-(cyclopropanesulfonamido)thiazol-4-yl)pentan-3-yl)acetamide